CC1=C(C(=C(C1)C)C)C 1,2,3,4-Tetramethyl-1,3-cyclopentadiene